C(C)(C)(C)OC(=O)NCCN1C[C@@H](CCC1)OC1=C(C=CC(=C1)C)S(=O)(=O)N1[C@@H](CCC1)C(=O)OC Methyl ((2-(((R)-1-(2-((tert-butoxycarbonyl)amino)ethyl)piperidin-3-yl)oxy)-4-methylphenyl)sulfonyl)-L-prolinate